1-[2-(2-{6-[(7R)-7-Amino-2-azabicyclo[2.2.1]heptane-2-carbonyl]-3-methylpyrazolo[1,5-a]pyridin-2-yl}-1-(cyclopropylmethyl)-1H-pyrrolo[2,3-b]pyridin-6-yl)phenyl]imidazolidin-2-one N[C@H]1C2N(CC1CC2)C(=O)C=2C=CC=1N(C2)N=C(C1C)C1=CC=2C(=NC(=CC2)C2=C(C=CC=C2)N2C(NCC2)=O)N1CC1CC1